rel-(R)-2-((S)-2-((S)-1-(tert-butoxycarbonyl)pyrrolidin-2-yl)-5-chloro-6-fluoro-2-phenyl-2,3-dihydrobenzofuran-4-yl)-3-fluoro-4-((1S,2R)-2-hydroxycyclobutoxy)benzoic acid C(C)(C)(C)OC(=O)N1[C@@H](CCC1)[C@@]1(OC2=C(C1)C(=C(C(=C2)F)Cl)C2=C(C(=O)O)C=CC(=C2F)O[C@@H]2[C@@H](CC2)O)C2=CC=CC=C2